3-(((2R,3R,4S,5R,6R)-3,4,5-trihydroxy-6-(hydroxymethyl)tetrahydro-2H-pyran-2-yl)oxy)propionamide O[C@H]1[C@@H](O[C@@H]([C@@H]([C@@H]1O)O)CO)OCCC(=O)N